ClC=1C=C2C=C(C=NC2=CC1)NC1=NC(=NC=C1)NC=1C=C(C(=NC1)N1CCN(CC1)CC#N)OC (4-{5-[4-(6-chloro-3-quinolylamino)-2-pyrimidinylamino]-3-methoxy-2-pyridyl}-1-piperazinyl)acetonitrile